FC1=CC=C(C=2N=C(SC21)N)C2=C(C=C1C(=NC(=NC1=C2F)OC[C@]21CCCN1C[C@@H](C2)F)N[C@@H]2C[C@H](C2)F)C(F)(F)F 7-fluoro-4-(8-fluoro-4-(((trans)-3-fluorocyclobutyl)amino)-2-(((2R,7aS)-2-fluorotetrahydro-1H-pyrrolizin-7a(5H)-yl)methoxy)-6-(trifluoromethyl)quinazolin-7-yl)benzo[d]thiazol-2-amine